NCCCC(=O)[O-].[Ca+2].NCCCC(=O)[O-] calcium 4-aminobutyrate